C(C)(C)(C)OC(NC1=CC(=NC=C1OCC)Br)=O (2-Bromo-5-ethoxypyridin-4-yl)carbamic acid tert-butyl ester